FC(C1=CC=C2CCN(CC2=C1)C(=O)NC1=CNC2=CC=C(C=C12)OCCC1=CC=C(C=C1)C(F)(F)F)(F)F 7-(trifluoromethyl)-N-(5-(4-(trifluoromethyl)phenethoxy)-1H-indol-3-yl)-3,4-dihydroisoquinoline-2(1H)-carboxamide